C(C=C)N1C(=NN=C1SCC(=O)NC1=CC(=CC=C1)OC)C(C)NC(C1=CC=CC=C1)=O N-{1-[4-allyl-5-({2-[(3-methoxyphenyl)amino]-2-oxoethyl}thio)-4H-1,2,4-triazol-3-yl]ethyl}benzamide